CCC\C=C\C=C/C\C=C/CCCCCCCC (4E,6Z,9Z)-octadeca-4,6,9-triene